CN1N=C(C=C1C)NC1=NC=C(C(=N1)C1=CNC2=C(C=CC=C12)N1C(C2=CC=CC(=C2C1)NC(=O)C1=NC=CC=C1)=O)C N-(2-(3-(2-((1,5-dimethyl-1H-pyrazol-3-yl)amino)-5-methylpyrimidin-4-yl)-1H-indol-7-yl)-1-oxoisoindolin-4-yl)pyridineamide